Tert-butyl (S)-4-(4-(((4-Nitrophenoxy)carbonyl)oxy)-2-oxopyrrolidin-1-yl)piperidine-1-carboxylate [N+](=O)([O-])C1=CC=C(OC(=O)O[C@H]2CC(N(C2)C2CCN(CC2)C(=O)OC(C)(C)C)=O)C=C1